flavone benzoate C(C1=CC=CC=C1)(=O)O.O1C(=CC(=O)C2=CC=CC=C12)C1=CC=CC=C1